(1S)-2-chloro-1-[(2,4-dimethoxyphenyl)methylamino]ethanol ClC[C@H](O)NCC1=C(C=C(C=C1)OC)OC